CCC(CCCC)C(=O)O.C1NCCC2=CC(=CC=C12)NC1=NC=C(C(=N1)NCCCN1C(CCCC1)=O)C(F)(F)F 1-[3-[[2-(1,2,3,4-Tetrahydroisoquinolin-6-ylamino)-5-(trifluoromethyl)pyrimidin-4-yl]amino]propyl]piperidin-2-one heptane-3-carboxylate